2-(4-fluoro-2-methylphenoxy)-N-(6-oxo-1,6-dihydropyridazin-4-yl)-4,6-bis(trifluoromethyl)benzamide FC1=CC(=C(OC2=C(C(=O)NC=3C=NNC(C3)=O)C(=CC(=C2)C(F)(F)F)C(F)(F)F)C=C1)C